COC1=C(C=C(C(=C1)N1CCC(CC1)N1CCOCC1)C=1C=NN(C1)C)NC=1N=C(C2=C(N1)NC=C2)NC=2C(=C1N=CC=NC1=CC2)P(C)(C)=O (6-((2-((2-methoxy-5-(1-methyl-1H-pyrazol-4-yl)-4-(4-morpholinopiperidin-1-yl)phenyl)amino)-7H-pyrrolo[2,3-d]pyrimidin-4-yl)amino)quinoxalin-5-yl)dimethylphosphine oxide